NC=1C=C(C=CC1C)CC#N 2-(3-amino-4-methylphenyl)acetonitrile